2-chloro-N-((6-cyanopyridin-3-yl)methyl)-5-hydroxy-1,7-naphthyridine-6-carboxamide ClC1=NC2=CN=C(C(=C2C=C1)O)C(=O)NCC=1C=NC(=CC1)C#N